Cl.NC/C(/CN1N=CN(C1=O)CC1=CC=C(S1)C=1C=C(C2=C(NC(CO2)=O)C1)C)=C\F 6-[5-({1-[(2E)-2-(aminomethyl)-3-fluoroprop-2-en-1-yl]-5-oxo-1,5-dihydro-4H-1,2,4-triazol-4-yl}methyl)thiophen-2-yl]-8-methyl-2H-1,4-benzoxazin-3(4H)-one hydrochloride